ClC=1C=C(C=C(C1OCCCl)C#N)C(C)(C)C1=CC=C(OCC2=NC(=NC=C2)N2CCN(CC2)C(=O)OC(C)(C)C)C=C1 tert-butyl 4-(4-((4-(2-(3-chloro-4-(2-chloroethoxy)-5-cyanophenyl)propan-2-yl) phenoxy)methyl)pyrimidin-2-yl)piperazine-1-carboxylate